1'-acetoxychavicol acetate C=C[C@H](OC(C)=O)C1C=CC(OC(C)=O)=CC=1